1,5-PENTANEDIAMINE C(CCCCN)N